(2-((1-(2-(diethylamino)ethyl)-1H-pyrazol-4-yl)amino)-4-(((1s,4s)-4-(hydroxymethyl)cyclohexyl)amino)-7H-pyrrolo[2,3-d]pyrimidin-5-yl)(4-fluorophenyl)methanone C(C)N(CCN1N=CC(=C1)NC=1N=C(C2=C(N1)NC=C2C(=O)C2=CC=C(C=C2)F)NC2CCC(CC2)CO)CC